C(C)(C)C1=NOC(=N1)N1CCC(CC1)C(C)OC1=NN2C(S1)=NC(=C2)C=2C=NC(=CC2)S(=O)(=O)C 3-isopropyl-5-(4-(1-((6-(6-(methylsulfonyl)pyridin-3-yl)imidazo[2,1-b][1,3,4]thiadiazol-2-yl)oxy)ethyl)piperidin-1-yl)-1,2,4-oxadiazole